C(C1=CC(C(=O)OC)=CC=C1)(=O)OC.[Li] lithium dimethyl isophthalate